3-(3-Chloro-4-fluorophenyl)-1-(1-(2-isopropyl-1-oxo-1,2-dihydroisoquinolin-4-yl)ethyl)-1-methylurea ClC=1C=C(C=CC1F)NC(N(C)C(C)C1=CN(C(C2=CC=CC=C12)=O)C(C)C)=O